N-(2-chloro-3-((5-cyano-3-methyl-4-oxo-3,4-dihydroquinazolin-6-yl)amino)-4-fluorophenyl)pyrrolidine-1-sulfonamide ClC1=C(C=CC(=C1NC=1C(=C2C(N(C=NC2=CC1)C)=O)C#N)F)NS(=O)(=O)N1CCCC1